N'-(2,2-dimethylpropionyl)-4-methyl-benzoyl-hydrazine CC(C(=O)NNC(C1=CC=C(C=C1)C)=O)(C)C